methyl [9-(2,6-dimethyl-4-prop-1-ynyl-phenyl)-10-oxo-3-(2-oxopropionyl)-3-azaspiro[5.5]undec-8-en-8-yl] carbonate C(OC)(OC=1CC2(CCN(CC2)C(C(C)=O)=O)CC(C1C1=C(C=C(C=C1C)C#CC)C)=O)=O